C(C)O/C=C/C1=NC=C(N=C1)OC (E)-2-(2-ethoxyvinyl)-5-methoxypyrazine